4-[(1,6-naphthyridin-5-yloxy)methyl]piperidin N1=CC=CC2=C(N=CC=C12)OCC1CCNCC1